S1C(=NC=C1)P(C1=CC=C(C=C1)OC)(C1=CC=C(C=C1)OC)=O Thiazol-2-ylbis(4-methoxyphenyl)phosphine oxide